(3-(2H-1,2,3-Triazol-2-yl)pyridin-2-yl)((2S,3R,6R)-2,6-dimethyl-3-(((5-(trifluoromethyl)pyridin-2-yl)amino)methyl)morpholino)methanone N=1N(N=CC1)C=1C(=NC=CC1)C(=O)N1[C@@H]([C@@H](O[C@@H](C1)C)C)CNC1=NC=C(C=C1)C(F)(F)F